tert-butyl N-(4-bromo-3,5-difluorobenzenesulfonyl)carbamate BrC1=C(C=C(C=C1F)S(=O)(=O)NC(OC(C)(C)C)=O)F